(Z)-deca-9-enoic acid methyl ester COC(CCCCCCCC=C)=O